ClC=1C=C(CC2C(CCC2)N(C([O-])=O)[C@H](C(=O)N[C@H](CO)C[C@H]2C(NCC2)=O)CC(C)C)C=CC1 2-(3-chlorobenzyl)cyclopentyl((S)-1-(((S)-1-hydroxy-3-((S)-2-oxopyrrolidin-3-yl)propan-2-yl) amino)-4-methyl-1-oxopentan-2-yl)carbamate